1-((4-(2-cyano-7-((5-methoxy-7-methyl-1H-indol-4-yl)methyl)-7-azaspiro[3.5]nonan-6-yl)-3-fluorobenzamido)methyl)cyclobutane-1-carboxylic acid C(#N)C1CC2(C1)CC(N(CC2)CC2=C1C=CNC1=C(C=C2OC)C)C2=C(C=C(C(=O)NCC1(CCC1)C(=O)O)C=C2)F